FC=1C=C(C=NC1)[C@H]1N(OCC1)C(=O)C1CCN(CC1)C1=NC=CC(=N1)N1C([C@@H](CCC1)OC)=O (3R)-1-[2-[4-[(3S)-3-(5-fluoropyridin-3-yl)-1,2-oxazolidine-2-carbonyl]piperidin-1-yl]pyrimidin-4-yl]-3-methoxypiperidin-2-one